BrC=1C(=C(C=C2C=NN(C12)C)Cl)I 7-bromo-5-chloro-6-iodo-1-methyl-1H-indazole